Di-(n-Octyl)amin C(CCCCCCC)NCCCCCCCC